COC(=O)C1=C(C2=C(S1)C=CC=C2)NC(C[N+]2(CCCCCC2)CC(=O)NC2=NOC=C2C)=O 1-(2-((2-(methoxycarbonyl)benzo[b]thiophen-3-yl)amino)-2-oxoethyl)-1-(2-((4-methylisoxazol-3-yl)amino)-2-oxoethyl)azepan-1-ium